C(CC)C1=NC(=C(C(=O)O)C=C1)C(F)(F)F propyl-2-trifluoromethyl-nicotinic acid